(butane-1,4-diylbis((2-hydroxyethyl)azanediyl))bis(hexane-6,1-diyl) bis(2-hexyldecanoate) C(CCCCC)C(C(=O)OCCCCCCN(CCCCN(CCO)CCCCCCOC(C(CCCCCCCC)CCCCCC)=O)CCO)CCCCCCCC